2-[[4-[(4-Hydroxybutyl)amino]-6-[[[4-(methylsulfonyl)phenyl]methyl]amino]-2-pyrimidinyl]amino]-4-methyl-5-thiazolecarboxylic acid ethyl ester C(C)OC(=O)C1=C(N=C(S1)NC1=NC(=CC(=N1)NCCCCO)NCC1=CC=C(C=C1)S(=O)(=O)C)C